4-trifluoromethyl-pyridin FC(C1=CC=NC=C1)(F)F